dicyclohexyl-[3,6-dimethoxy-2-(2,4,6-triisopropyl-phenyl)phenyl]phosphane C1(CCCCC1)P(C1=C(C(=CC=C1OC)OC)C1=C(C=C(C=C1C(C)C)C(C)C)C(C)C)C1CCCCC1